2,2',6,6'-tetraethyl-4,4'-methylenebisaniline C(C)C1=C(N)C(=CC(=C1)CC1=CC(=C(N)C(=C1)CC)CC)CC